C(C)(C)(C)C1=NOC(=N1)C(=O)N[C@@H]1CCCCC2=C1C=CC(=C2)C2=CC(=NC=C2)NC(=O)C2CC2 (R)-3-(tert-butyl)-N-(2-(2-(cyclopropanecarboxamido)pyridin-4-yl)-6,7,8,9-tetrahydro-5H-benzo[7]annulen-5-yl)-1,2,4-oxadiazole-5-carboxamide